tert-butyl 4-[(4-bromo-2-fluoro-6-methoxy-phenyl) methylene]piperidine-1-carboxylate BrC1=CC(=C(C(=C1)OC)C=C1CCN(CC1)C(=O)OC(C)(C)C)F